(4-bromo-2,6-dimethylphenyl)hydrazine hydrochloride Cl.BrC1=CC(=C(C(=C1)C)NN)C